C1(=CC(=CC(=C1)C(=O)O)C(=O)O)C1=CC=C(C=C1)C(=O)O 3,5,4'-biphenyltricarboxylic acid